CN([C@H]1CNCC1)C (R)-3-(dimethylamino)pyrrolidine